C(#N)C1=CC=C(COC2=C(C=CC(=N2)N2C[C@@H](N(CC2)CC2=NC3=C(N2CCOC)C=CC=C3)C)F)C=C1 2-{[(2S)-4-{6-[(4-Cyanobenzyl)oxy]-5-fluoropyridin-2-yl}-2-methylpiperazin-1-yl]methyl}-1-(2-methoxyethyl)-1H-benzimidazol